O1CCN(CC1)CCOC1=C(C=2CC3=CC(=CC=C3C2C=C1)OCCN1CCOCC1)O 2,7-bis-(morpholino-ethoxy)-fluorenol